n-butyl (2E,4Z)-4-(2-formylnaphthalen-1-yl)-5-(4-methylphenyl)-2,4-pentadienoate C(=O)C1=C(C2=CC=CC=C2C=C1)/C(/C=C/C(=O)OCCCC)=C\C1=CC=C(C=C1)C